NC1=C(C=NC(=C1)C)C#N 4-amino-6-methylpyridine-3-carbonitrile